C(C)(C)(C)OC(CC(C1=C(C2=C(N(N=N2)CCOCCO)C=C1)C)C1=CC=C2C=CC(=CC2=C1)C(=O)OC)=O Methyl 7-(3-(tert-butoxy)-1-(1-(2-(2-hydroxyethoxy)ethyl)-4-methyl-1H-benzo[d][1,2,3]triazol-5-yl)-3-oxopropyl)-2-naphthoate